ClC=1C(=C(C=C2C(C(=CN(C12)C1CC1)C(=O)O)=O)F)N1CC(CC1)NC(CCC(=O)NC1=CC(=C(C=C1)C(=O)OC)O)=O 8-Chloro-1-cyclopropyl-6-fluoro-7-(3-(4-((3-hydroxy-4-(methoxycarbonyl)phenyl)amino)-4-oxobutanamido)pyrrolidin-1-yl)-4-oxo-1,4-dihydroquinoline-3-carboxylic acid